ClC=1C=C(CC=2C=NN(C2)C(=O)OC(C)(C)C)C=CC1 tert-butyl 4-(3-chlorobenzyl)-1H-pyrazole-1-carboxylate